CN[C@H]1CN(CC1)C(=O)OC(C)(C)C (R)-tert-butyl 3-(methylamino)pyrrolidine-1-carboxylate